N(=C=O)[C@@H]1COCC1 (S)-3-isocyanatotetrahydrofuran